N=1NN=NC1CN 2H-tetrazol-5-ylmethanamine